N1=C(C=CC=C1)CN1C(C(=C(C1=O)C1=CC=C(C=C1)C(F)(F)F)C#CC1=CC=C(C=C1)OC(F)(F)F)=O 1-(pyridin-2-ylmethyl)-3-((4-trifluoromethoxyphenyl)ethynyl)-4-(4-(trifluoromethyl)phenyl)-1H-pyrrole-2,5-dione